CN1C(=O)NC=2N=CNC2C1=O 1-METHYLXANTHINE